FC(OC1=C(C=CC(=C1)C1=NC=NN1CC#C)NC1=C(N=NC=C1)C(=O)NC([2H])([2H])[2H])F 4-((2-(difluoromethoxy)-4-(1-(prop-2-yn-1-yl)-1H-1,2,4-triazol-5-yl)phenyl)amino)-N-(methyl-d3)pyridazine-3-carboxamide